2-chloro-4-(2H-tetrazol-5-yl)benzenesulfonamide ClC1=C(C=CC(=C1)C=1N=NNN1)S(=O)(=O)N